(3R)-3-amino-7-(5-tert-butyl-1,3,4-oxadiazol-2-yl)-8-fluoro-5-[(5-isopropoxy-2-pyridyl)methyl]-1,1-dioxo-2,3-dihydro-1λ6,5-benzothiazepin-4-one N[C@H]1CS(C2=C(N(C1=O)CC1=NC=C(C=C1)OC(C)C)C=C(C(=C2)F)C=2OC(=NN2)C(C)(C)C)(=O)=O